C(CCCCCCCC)C1=C(C=CC=C1)OCC=C allyl nonylphenyl ether